n-Heptanoyl chloride CCCCCCC(=O)Cl